FC(C1N(CCC2=C1C=C(S2)S(N)(=O)=O)C(=O)OC(C)(C)C)F tert-butyl 4-(difluoromethyl)-2-sulfamoyl-6,7-dihydrothieno[3,2-c]pyridine-5(4H)-carboxylate